N1=CN=CC2=C1CCNC2 6,8-dihydro-5H-pyrido[4,3-d]pyrimidine